C(C)(C)(C)C1OC2=C(C=C1)C=C(C=C2)C(C)C (E)-2-(tert-butyl)-6-isopropylbenzopyran